tert-Butyl 1-methyl-7-azabicyclo[2.2.1]heptane-7-carboxylate CC12CCC(CC1)N2C(=O)OC(C)(C)C